1-((2-(3-Fluoroazetidin-1-yl)pyridin-4-yl)methyl)-3-(2-(1-(trifluoromethyl)cyclopropyl)ethyl)urea FC1CN(C1)C1=NC=CC(=C1)CNC(=O)NCCC1(CC1)C(F)(F)F